1,2,3-trimercapto-propane SCC(CS)S